(1-((5-(trifluoromethyl)furan-2-yl)methyl)-1H-pyrazol-4-yl)methylamine hydrochloride Cl.FC(C1=CC=C(O1)CN1N=CC(=C1)CN)(F)F